12-hexadecadienealdehyde ((E,E)-10,12-hexadecadiene-1-yl acetate) C(CCCCCCCC\C=C\C=C\CCC)CC(=O)O.C=CC=CCCCCCCCC(CCCC)=O